5-(3,4-dimethylphenyl)-N-(1,1-dioxido-2,3-dihydrothiophen-3-yl)-3-oxo-3,4-dihydropyrazine-2-carboxamide CC=1C=C(C=CC1C)C=1NC(C(=NC1)C(=O)NC1CS(C=C1)(=O)=O)=O